FC(CN1C(N(C2=NC=C(C(=C21)C)C2=CC=CC=C2)[C@H](CS(=O)(=O)C)C2=NC(=C(C=C2)OC)OCC)=O)F (S)-1-(2,2-difluoroethyl)-3-(1-(6-ethoxy-5-methoxypyridin-2-yl)-2-(methylsulfonyl)ethyl)-7-methyl-6-phenyl-1H-imidazo[4,5-b]pyridin-2(3H)-one